(R)-6-(4-(4-acryloyl-1-(methylsulfonyl)piperazin-2-yl)-6-chloropyridin-2-yl)-N,2-dimethylpyrimidine-4-carboxamide C(C=C)(=O)N1C[C@H](N(CC1)S(=O)(=O)C)C1=CC(=NC(=C1)Cl)C1=CC(=NC(=N1)C)C(=O)NC